Cl.C(CCCCCCCCC)C1=CC=C(C=C1)C1=NOC(=N1)CNC(C[C@H]1CNCCC1)=O (S)-N-((3-(4-decylphenyl)-1,2,4-oxadiazol-5-yl)methyl)-2-(piperidin-3-yl)acetamide hydrochloride